2-(tert-butyl)-9,10-bis(2-n-hexadecyl-2-carboxyethyl)carbonyloxyanthracene C(C)(C)(C)C1=CC2=C(C3=CC=CC=C3C(=C2C=C1)OC(=O)CC(CCCCCCCCCCCCCCCC)C(=O)O)OC(=O)CC(C(=O)O)CCCCCCCCCCCCCCCC